4-(chloromethyl)-1H-pyrazole ClCC=1C=NNC1